(1-((2,6-dimethylhept-2-yl)oxy)prop-1-en-2-yl)benzene CC(C)(CCCC(C)C)OC=C(C)C1=CC=CC=C1